(R)-2-((2E,5S,6R,7E)-5-((tert-butyldimethylsilyl)oxy)-6-methyl-8-(pyridine-2-Yl)octa-2,7-dienamido)-3-(3-chloro-4-methoxyphenyl)propionic acid methyl ester COC([C@@H](CC1=CC(=C(C=C1)OC)Cl)NC(\C=C\C[C@@H]([C@@H](\C=C\C1=NC=CC=C1)C)O[Si](C)(C)C(C)(C)C)=O)=O